tert-Butyl 4-(2,4-dibromobutanamido)isoindoline-2-carboxylate BrC(C(=O)NC1=C2CN(CC2=CC=C1)C(=O)OC(C)(C)C)CCBr